C1(CC1)CN1C(=CC=2C1=NC(=CC2)OC)C2=NC1=C(N2C)C=CC(=C1)C(=O)OC methyl 2-(1-(cyclopropylmethyl)-6-methoxy-1H-pyrrolo[2,3-b]pyridin-2-yl)-1-methyl-1H-benzo[d]imidazole-5-carboxylate